C(C1=CC=CC=C1)OC(CCI)=O Benzyl-3-iodopropionat